(S)-(4-(4-(2-fluoro-3-(2-hydroxypropan-2-yl)phenyl)furo[3,2-d]pyrimidin-6-yl)phenyl)(imino)(methyl)-λ6-sulfanone FC1=C(C=CC=C1C(C)(C)O)C=1C2=C(N=CN1)C=C(O2)C2=CC=C(C=C2)[S@@](=O)(C)=N